2,2'-thiodiethylmercaptan S(CCS)CCS